NC1=NC=2C=NC(=CC2C2=C1[C@H](OC2)C)C(=O)N2[C@@H](COC[C@@H]2C)C2=CC(=CC(=C2)F)F ((3R)-4-amino-3-methyl-1,3-dihydrofuro[3,4-c][1,7]naphthyridin-8-yl)((3R,5S)-3-(3,5-difluorophenyl)-5-methyl-4-morpholinyl)methanone